4-(2,4,7-trimethyl-1-oxooct-6-en-4-yl)benzonitrile CC(C=O)CC(CC=C(C)C)(C)C1=CC=C(C#N)C=C1